C[C@@H]1CN(C[C@@H](O1)C=1C(=NNC1)C)C1=NC(=NC=C1)C1=CN=C2N1C=C(N=C2)C(F)(F)F (2R,6S)-2-methyl-6-(3-methyl-1H-pyrazol-4-yl)-4-(2-(6-(trifluoromethyl)imidazo[1,2-a]pyrazin-3-yl)pyrimidin-4-yl)morpholine